methyl 3-[[(2S,4S)-4-hydroxy-1-[6-oxo-5-(trifluoromethyl)-1-[[2-(trimethylsilyl)ethoxy]methyl]-1,6-dihydropyridazin-4-yl]pyrrolidin-2-yl]methoxy]benzoate O[C@H]1C[C@H](N(C1)C=1C=NN(C(C1C(F)(F)F)=O)COCC[Si](C)(C)C)COC=1C=C(C(=O)OC)C=CC1